CC=1C=C(C=CC1)C#CCC(=O)C1=CC=CC=C1 2-(3-methylphenylethynyl)acetophenone